3-[7-Chloro-3-(3-chloro-5-methylphenyl)-4-{4-[(2-fluoroethyl)amino]piperidin-1-yl}cinnolin-6-yl]-5-fluorobenzamid ClC1=C(C=C2C(=C(N=NC2=C1)C1=CC(=CC(=C1)C)Cl)N1CCC(CC1)NCCF)C=1C=C(C(=O)N)C=C(C1)F